FC([C@H](O)[C@]1(CN(CC1)C(C)(C)C1=NC=CC=C1)CCC1=CC=C(C=C1)F)(F)F |o1:2| (R or S)-2,2,2-trifluoro-1-((R)-3-(4-fluorophenethyl)-1-(2-(pyridin-2-yl)propan-2-yl)pyrrolidin-3-yl)ethan-1-ol